NC1=CC2=C(N(C(N2CCC(COC)(C)O)=O)C)C=C1 5-amino-3-(3-hydroxy-4-methoxy-3-methyl-butyl)-1-methyl-benzimidazol-2-one